N1CC(C1)C(=O)N1CCC2(CN(C2)C2=CC=C(C=N2)C=2C=CC=3N(C2)N=C(C3C#N)OC)CC1 6-(6-(7-(azetidine-3-carbonyl)-2,7-diazaspiro[3.5]nonan-2-yl)pyridin-3-yl)-methoxypyrazolo[1,5-a]pyridine-3-carbonitrile